O1CCCCC1 (3R)-oxan